oxo-2,2,4-trimethylbenz[1,4]oxazin O=C1C(OC2=C(N1C)C=CC=C2)(C)C